2,6-dichloro-N-hydroxybenzimidoyl chloride ClC1=C(C(=NO)Cl)C(=CC=C1)Cl